C(C)N1CCN(CC1)C1=CC=C(C=C1)NC1=NNC2=CC(=CC=C12)C1=C(C=CC=C1)C N-(4-(4-ethylpiperazin-1-yl)phenyl)-6-(o-tolyl)-1H-indazol-3-amine